NCCC1=CC=C(C=C1)C=1C=C(C2=CN(N=C2C1Cl)C(C(=O)NC=1SC=CN1)C1=C2N(C=N1)C[C@@H](C2)F)Cl 2-(6-(4-(2-aminoethyl)phenyl)-4,7-dichloro-2H-indazol-2-yl)-2-((R)-6-fluoro-6,7-dihydro-5H-pyrrolo[1,2-c]imidazol-1-yl)-N-(thiazol-2-yl)acetamide